5-chlorothiazolo[5,4-d]pyrimidine ClC=1N=CC2=C(N1)SC=N2